FC1=C(C=CC=C1)NC(=O)N1CC2=C(CC1)C=C(S2)C2=NOC(=N2)C(F)(F)F N-(2-fluorophenyl)-2-(5-(trifluoromethyl)-1,2,4-oxadiazol-3-yl)-4,7-dihydrothieno[2,3-c]pyridine-6(5H)-carboxamide